4,4'-(1-methylethylene)dicyclohexanol CC(CC1CCC(CC1)O)C1CCC(CC1)O